FC(C(=O)O)(F)F.F[C@@H]1[C@@H](C1)NC(=O)C1=CN=C2N1N=C(C=C2NC)N2CCC1=C(C=CC=C21)C2=NC=C(C=C2)C(=O)N2CCNCC2 N-[(1R,2S)-2-fluorocyclopropyl]-8-(methylamino)-6-{4-[5-(piperazine-1-carbonyl)pyridin-2-yl]-2,3-dihydroindol-1-yl}imidazo[1,2-b]pyridazine-3-carboxamide trifluoroacetate